2-([1,1'-biphenyl]-3-yl)-4-(4-(2-chloronaphthalen-1-yl)phenyl)4-([1,1'-biphenyl]-3-yl)-6-(4-(2-chloronaphthalen-1-yl)phenyl)-2-phenylpyrimidine C1(=CC(=CC=C1)C1(NC(=CC(N1)(C=1C=C(C=CC1)C1=CC=CC=C1)C1=CC=C(C=C1)C1=C(C=CC2=CC=CC=C12)Cl)C1=CC=C(C=C1)C1=C(C=CC2=CC=CC=C12)Cl)C1=CC=CC=C1)C1=CC=CC=C1